N-((5-(phenyl-d5)-1-(pyridin-3-ylsulfonyl)-1H-pyrrol-3-yl)methyl)methane-d3-amine hydrochloride Cl.C1(=C(C(=C(C(=C1[2H])[2H])[2H])[2H])[2H])C1=CC(=CN1S(=O)(=O)C=1C=NC=CC1)CNC([2H])([2H])[2H]